[Si](C)(C)(C(C)(C)C)OCC1CCN(CC1)C1=CC=C(C(=O)NN)C=C1 4-(4-((tert-butyldimethylsilyloxy)methyl)piperidin-1-yl)benzohydrazide